ClC1=CC=C(C=C1)CNC(=O)C1=C(N=C(S1)N(C1CCOCC1)C)C(F)(F)F N-[(4-Chlorophenyl)-methyl]-2-(methyl-tetrahydro-pyran-4-yl-amino)-4-(trifluoromethyl)-thiazole-5-carboxylic acid amide